(R)-tert-butyl 3-(((2R,3R,4R,5S)-3,4,5-tris(benzyloxy)-2-methylpiperidin-1-yl)methyl)piperidine-1-carboxylate C(C1=CC=CC=C1)O[C@@H]1[C@H](N(C[C@@H]([C@H]1OCC1=CC=CC=C1)OCC1=CC=CC=C1)C[C@@H]1CN(CCC1)C(=O)OC(C)(C)C)C